C(C)(C)(C)OC(=O)N1CC2=CC(=CC(=C2CC1)OC)Br 7-bromo-5-methoxy-3,4-dihydro-1H-isoquinoline-2-carboxylic acid tert-butyl ester